6-bromo-8-hydroxy-1-methylquinoxalin-2(1H)-one BrC=1C=C2N=CC(N(C2=C(C1)O)C)=O